COC1=NN(C=2C3=C(C(C(C12)=O)=O)C=CC=C3)C3=CC=C(C=C3)C(F)(F)F 3-methoxy-1-(4-(trifluoromethyl)phenyl)-1H-benzo[g]indazole-4,5-dione